1-(2-(benzyloxy)-4-(1H-tetrazol-5-yl)phenyl)ethan-1-one C(C1=CC=CC=C1)OC1=C(C=CC(=C1)C1=NN=NN1)C(C)=O